(Z)-Ethyl ((benzylamino)((3,3,3-trifluoro-2-oxopropyl)thio)methylene)carbamate C(C1=CC=CC=C1)N/C(/SCC(C(F)(F)F)=O)=N/C(OCC)=O